NC1=C(C=C(N=N1)C1=C(C=CC=C1)O)N1CC2CCC(C1)N2C2=CC(=NC=C2)C#CCN2CCC(CC2)C 2-[6-amino-5-[8-[2-[3-(4-methyl-1-piperidyl)prop-1-ynyl]-4-pyridyl]-3,8-diazabicyclo[3.2.1]octan-3-yl]pyridazin-3-yl]phenol